FC=1C(=NC=2C(N(CCC2C1)C=1C=NN(C1)C)=O)/N=C/N(C)C (E)-N'-(3-fluoro-7-(1-methyl-1H-pyrazol-4-yl)-8-oxo-5,6,7,8-tetrahydro-1,7-naphthyridin-2-yl)-N,N-dimethylformimidamide